N1(CCC1)C1=NC=C(C=N1)[C@H](CO)N1N=CC(=C1)NC(=O)C1=NC(=CN=C1)C1=C(C(=CC=C1C(F)F)Cl)F (R)-N-(1-(1-(2-(Azetidin-1-yl)pyrimidin-5-yl)-2-hydroxyethyl)-1H-pyrazol-4-yl)-6-(3-chloro-6-(difluoromethyl)-2-fluorophenyl)pyrazine-2-carboxamide